BrC1=C(C(=O)O)C=CC(=C1)NC=1C=2N(C=CN1)C(=CN2)C2=CC(=C(C=C2)OC)F 2-bromo-4-[[3-(3-fluoro-4-methoxy-phenyl)imidazo[1,2-a]pyrazin-8-yl]amino]benzoic acid